C(C)(=O)O[C@H](C)C1=NC=CC(=C1)Cl (R)-1-(4-chloropyridin-2-yl)ethyl acetate